N-(3-chloro-5-(methylsulfonamido)phenyl)-4-(5-fluoro-2'-methyl-[3,3'-bipyridin]-2-yl)-5-methylthiophene-2-carboxamide ClC=1C=C(C=C(C1)NS(=O)(=O)C)NC(=O)C=1SC(=C(C1)C1=NC=C(C=C1C=1C(=NC=CC1)C)F)C